NC=1C2=C(N(C(N1)=O)C1=CC=CC3=C1CCO3)N=C(C=C2)C(F)(F)F amino-1-(2,3-dihydrobenzofuran-4-yl)-7-(trifluoromethyl)pyrido[2,3-d]pyrimidin-2(1H)-one